1-Ethoxycarbonylpropyl 2-chloro-5-(3,5-dimethyl-2,6-dioxo-4-thioxo-1,3,5-triazin-1-yl)-4-fluoro-benzoate ClC1=C(C(=O)OC(CC)C(=O)OCC)C=C(C(=C1)F)N1C(N(C(N(C1=O)C)=S)C)=O